2,4,6-triethyl-1,3,5,2,4,6-trithiatribismane C(C)[Bi]1S[Bi](S[Bi](S1)CC)CC